C(#N)N=[SH2]=O N-cyanosulfoximine